FC=1C=CC=2N(C3=CC=C(C=C3C2C1)F)CC(CN1C(C(CC1)(F)F)=O)(C)O 1-(3-(3,6-difluoro-9H-carbazol-9-yl)-2-hydroxy-2-methylpropyl)-3,3-difluoropyrrolidin-2-one